tert-butyl (3-((4-(2-aminobenzo[d]thiazol-4-yl)-2-(N,N-bis(4-methoxybenzyl)sulfamoyl)-3-(2-(4-methoxybenzyl)-2H-tetrazol-5-yl)phenyl)sulfonyl)-2-hydroxypropyl)carbamate NC=1SC2=C(N1)C(=CC=C2)C2=C(C(=C(C=C2)S(=O)(=O)CC(CNC(OC(C)(C)C)=O)O)S(N(CC2=CC=C(C=C2)OC)CC2=CC=C(C=C2)OC)(=O)=O)C=2N=NN(N2)CC2=CC=C(C=C2)OC